NC1=CC=C(C=C1)C[C@@H](C(=O)O)NC(=O)OC(C)(C)C (S)-3-(4-Aminophenyl)-2-((tert-butoxycarbonyl)amino)propanoic acid